C(C(C)(C)C)(=O)OOC(C)(C)C t-butyl peroxypivalate